IC1=C(C2=C(N(C1=O)C)CCC2)C(F)(F)F 3-iodo-1-methyl-4-(trifluoromethyl)-1,5,6,7-tetrahydro-2H-cyclopenta[b]pyridin-2-one